[Ni].C1(=CC=CC=C1)P(C1=CC=CC=C1)C1=CC=CC=C1 (triphenyl-phosphine) nickel (0)